methoxybenzyl-triisopropoxysilane COC(C)(C)O[Si](OC(C)C)(OC(C)C)CC1=CC=CC=C1